vinylimidazole sulfimide salt [SH2]=N.C(=C)C=1NC=CN1